t-Butyl (S)-2-(aminomethyl)pyrrolidine-1-carboxylate NC[C@H]1N(CCC1)C(=O)OC(C)(C)C